C(C1=CC=CC=C1)(=O)NC=1C=2N=CN([C@H]3[C@H](O)[C@](O)([C@@H](CO)O3)C(C3=CC=CC=C3)=O)C2N=CN1 N6-benzoyl-3'-benzoyl-adenosine